[Ca].O.[Si] silicon hydrate Calcium